N-2-chlorobenzyloxycarbonyl-L-lysine ClC1=C(COC(=O)N[C@@H](CCCCN)C(=O)O)C=CC=C1